OC1(CCC(CC1)C(=O)N)C(F)(F)F 4-hydroxy-4-(trifluoromethyl)cyclohexane-1-carboxamide